2-methyl-5-[(pyridin-2-yl)methoxy]-N-(2,2,2-trifluoroethyl)-2H-indazole-3-carboxamide CN1N=C2C=CC(=CC2=C1C(=O)NCC(F)(F)F)OCC1=NC=CC=C1